FC(C(=O)O)(F)F.O=C1NC(CCC1N1C(C2=CC=C(C(=C2C1)F)C1=CC(=C2C(=N1)C(=NN2)NS(=O)(=O)C)CN2CCCC2)=O)=O N-(5-(2-(2,6-dioxopiperidin-3-yl)-4-fluoro-1-oxoisoindolin-5-yl)-7-(pyrrolidin-1-ylmethyl)-1H-pyrazolo[4,3-b]pyridin-3-yl)methanesulfonamide trifluoroacetate